N1C=C(C2=NC=CC=C21)C(=O)N 1H-pyrrolo[3,2-b]pyridine-3-carboxamide